2-aminodeoxyglucose hydrochloride Cl.N[C@@H](C=O)[C@@H](O)[C@H](O)[C@H](O)CO